S1CNC(C1)C(=O)O thiazolidine-4-carboxylic acid